BrC=1C=C2CCN(CC2=CC1)C1CCN(CC1)CC1=CC=C(C=C1)F 6-bromo-2-(1-(4-fluorobenzyl)piperidin-4-yl)-1,2,3,4-tetrahydroisoquinoline